ClC=1C=C(C=NC1)NC1=NC=NC2=CC=C(C=C12)C=1C=C(C=CC1)NS(=O)(=O)C N-(3-(4-((5-chloropyridin-3-yl)amino)quinazolin-6-yl)phenyl)methanesulfonamide